1,10-Dihydrodicyclopenta-[a,h]naphthalene C1C=CC=2C1=C1C3=C(C=CC1=CC2)C=CC3